NC1(CCN(CC1)C=1C2=C(N=CN1)NC=C2)C(=O)N[C@H](CC)C2=CC=C(C=C2)Cl |r| Racemic-4-amino-N-(1-(4-chlorophenyl)propyl)-1-(7H-pyrrolo[2,3-d]pyrimidin-4-yl)piperidine-4-carboxamide